C1(=CC=C2C=CC3=C(C=CC4=CC=C1C2=C34)N(C=3C=CC=C4C3OC3=C4C=4C=CC=CC4C=C3[Si](C)(C)C)C3=CC=CC=C3)N(C=3C=CC=C4C3OC3=C4C=4C=CC=CC4C=C3[Si](C)(C)C)C3=CC=CC=C3 N,N'-(pyrene-1,6-diyl)bis(N-phenyl-6-trimethylsilylbenzo[b]naphtho[1,2-d]furan-8-amine)